COC(C(CCC)[C@H]1OC([C@@H]([C@H]([C@@H]1O)O)O)O)=O ((2R,3S,4S,5R)-3,4,5,6-tetrahydroxytetrahydro-2H-pyran-2-yl)pentanoic acid methyl ester